tert-butyl-4-(3-cyanophenyl)-3-((dimethylamino) methyl)-4-hydroxypiperidin-1-carboxylate C(C)(C)(C)OC(=O)N1CC(C(CC1)(O)C1=CC(=CC=C1)C#N)CN(C)C